N-((1s,4s)-4-((7-morpholinoquinazolin-5-yl)oxy)cyclohexyl)oxetane-3-carboxamide O1CCN(CC1)C1=CC(=C2C=NC=NC2=C1)OC1CCC(CC1)NC(=O)C1COC1